CC=1N=C2N(C=C(C=N2)N=C(C2=CC=CC=C2)C2=CC=CC=C2)C1 N-(2-methylimidazo[1,2-a]pyrimidin-6-yl)-1,1-diphenylmethanimine